C(C=C=C)OC(CCCCCCCCC(CCCCCCCCCC)OC(=O)C1CCN(CC1)C)=O (Z)-1-((2-buten-3-en-1-yl) oxy)-1-oxoeicosan-10-yl-1-methylpiperidine-4-carboxylate